(Z)-3-(5-(3,5-bis(trifluoromethyl)phenyl)-1H-pyrrol-3-yl)-1-(3,3-difluoroazetidin-1-yl)prop-2-en-1-one FC(C=1C=C(C=C(C1)C(F)(F)F)C1=CC(=CN1)\C=C/C(=O)N1CC(C1)(F)F)(F)F